(3-((benzyloxy)methyl)-4-ethyl-5-oxo-4,5-dihydro-1H-1,2,4-triazol-1-yl)propan-yl-7-fluoro-4-isopropyl-2-(o-tolyl)isoquinolin-1(2H)-one C(C1=CC=CC=C1)OCC1=NN(C(N1CC)=O)CCCC=1N(C(C2=CC(=CC=C2C1C(C)C)F)=O)C1=C(C=CC=C1)C